(2S,4R)-1-(2-(3-acetyl-5-(2-methoxypyrimidin-5-yl)-1H-indazol-1-yl)acetyl)-N-(6-bromo-4-methoxypyridin-2-yl)-4-fluoropyrrolidine-2-carboxamide C(C)(=O)C1=NN(C2=CC=C(C=C12)C=1C=NC(=NC1)OC)CC(=O)N1[C@@H](C[C@H](C1)F)C(=O)NC1=NC(=CC(=C1)OC)Br